ClC1=CC=C(S1)C(O)C=1N(C(=C(N1)C)S(=O)(=O)C)COCC[Si](C)(C)C (5-chlorothiophen-2-yl)(4-methyl-5-(methylsulfonyl)-1-((2-(trimethylsilyl)ethoxy)methyl)-1H-imidazol-2-yl)methanol